ClC=1C(=C(C=C2C(N(C=NC12)[C@H]1CCOC[C@@H]1O)=O)CC=1C=NC(=CC1)C=1C=NN(C1)C)C 1,5-anhydro-3-(8-chloro-7-methyl-6-((6-(1-methyl-1H-pyrazol-4-yl)pyridin-3-yl)methyl)-4-oxoquinazolin-3(4H)-yl)-2,3-dideoxy-L-threo-pentitol